C(#N)C1=CC(=CC=2N=C(OC21)C=2C(=C(C=CC2)C2=C(C(=CC=C2)NC=2N=CC=C1C=C(C=NC21)CN2C[C@@H](CC2)O)C)C)CN[C@@H]2[C@@H](CCC2)C(=O)O (1R,2s)-2-((7-cyano-2-(3'-(3-(((R)-3-hydroxypyrrolidin-1-yl)methyl)-1,7-naphthyridin-8-ylamino)-2,2'-dimethylbiphenyl-3-yl)benzo[d]oxazol-5-yl)methylamino)cyclopentanecarboxylic acid